Dimethyl[2-(methylamino)ethyl]amine CN(CCNC)C